tert-Butyl 4-(3-cyano-4-(methoxycarbonyl)phenyl)piperazine-1-carboxylate C(#N)C=1C=C(C=CC1C(=O)OC)N1CCN(CC1)C(=O)OC(C)(C)C